C(C1=CC=CC=C1)OC1=CC=C2C(=C(C=NC2=C1)B(O)O)Cl 7-(benzyloxy)-4-chloroquinoline-3-boronic acid